N[C@H](C1=NC2=C(N1)C=CC(=C2)[C@@H](C)NC(CCC(F)(F)F)=O)C2CCC(CC2)(F)F N-((R)-1-(2-((S)-amino(4,4-difluorocyclohexyl)methyl)-1H-benzo[d]imidazol-5-yl)ethyl)-4,4,4-trifluorobutanamide